8-[1-[[2-(8-chloro-1-hydroxy-2,3,1-benzoxazaborinin-6-yl)-3-pyridyl]amino]ethyl]-3,6-dimethyl-2-(1-piperidyl)chromen-4-one ClC1=CC(=CC=2C=NOB(C21)O)C2=NC=CC=C2NC(C)C=2C=C(C=C1C(C(=C(OC21)N2CCCCC2)C)=O)C